COC1=C(C(=CC=C1)OC)N1C(=NC=2C1=NC(=C(N2)F)NS(=O)(=O)C)C2=NC(=CC=C2)OCC N-(1-(2,6-Dimethoxyphenyl)-2-(6-ethoxypyridin-2-yl)-5-fluoro-1H-imidazo[4,5-b]pyrazin-6-yl)methanesulfonamide